C(C)(C)(C)OC(=O)N1CC(NCC1)C(NCCC=C)=O 3-(but-3-en-1-ylcarbamoyl)piperazine-1-carboxylic acid tert-butyl ester